5-(5-Chloro-2-isopropyl-4-methoxy-phenoxy)-N2-(2,2,2-trifluoro-ethyl)-pyrimidine-2,4-diamine ClC=1C(=CC(=C(OC=2C(=NC(=NC2)NCC(F)(F)F)N)C1)C(C)C)OC